4-((2-(3,4,5-Trimethoxyphenyl)-1H-benzimidazol-5-yl)carbamoyl)benzoic acid methyl ester COC(C1=CC=C(C=C1)C(NC1=CC2=C(NC(=N2)C2=CC(=C(C(=C2)OC)OC)OC)C=C1)=O)=O